F[C@@H]1[C@@H]2CCC[C@H](C[C@H]1OC=1N=CC(=NC1)C=1C=C3C=CN=CC3=CC1O)N2 6-(5-(((1S,2R,3R,5R)-2-fluoro-9-azabicyclo[3.3.1]nonan-3-yl)oxy)pyrazin-2-yl)isoquinolin-7-ol